O[C@H](CNC(C1=CC=C(C=C1)C(=O)N1C2COCC1CCC2)=O)[C@H]2N(CC1=CC(=CC=C1C2)OCC2=C(N=CO2)C)C(=O)OC(C)(C)C tert-butyl (3S)-3-[(1R)-1-hydroxy-2-[[4-(3-oxa-9-azabicyclo[3.3.1]nonane-9-carbonyl)benzoyl]-amino]ethyl]-7-[(4-methyloxazol-5-yl)methoxy]-3,4-dihydro-1H-isoquinoline-2-carboxylate